CN1N=C(C=C1)OC=1C=CC2=C(N=C(O2)C2=C3C=C(N=CC3=C(N=C2)NC)NC(=O)C2CC2)C1 N-(5-(5-((1-methyl-1H-pyrazol-3-yl)oxy)benzo[d]oxazol-2-yl)-8-(methylamino)-2,7-naphthyridin-3-yl)cyclopropanecarboxamide